BrC1=C(C=C(C=C1)CO)S(=O)(=O)NC(C)(C)C 2-bromo-N-tert-butyl-5-(hydroxymethyl)benzenesulfonamide